3-methoxy-4-(hydroxymethyl)phenoxyacetic acid COC=1C=C(OCC(=O)O)C=CC1CO